4-bromo-2,7-naphthyridin-1(2H)-one BrC1=CNC(C2=CN=CC=C12)=O